N1=CC(=CC(=C1)C(=O)NN)C(=O)NN pyridine-3,5-dicarboxylic acid dihydrazide